ClC=1C2=C(C(=NC1)N)C(=NN2[C@@H]2CNCC2)C#CC2=C(C(=CC(=C2F)OC)OC)F (S)-7-chloro-3-((2,6-difluoro-3,5-dimethoxyphenyl)ethynyl)-1-(pyrrolidin-3-yl)-1H-pyrazolo[4,3-c]pyridin-4-amine